bis(dibutylamino)methyl-(4-vinylphenyl)silane C(CCC)N(CCCC)C(N(CCCC)CCCC)[SiH2]C1=CC=C(C=C1)C=C